COC1=C(CN(S(=O)(=O)C2=C(C=C(C=C2F)F)F)C=2SC=CN2)C=CC(=C1)OC N-(2,4-dimethoxybenzyl)-2,4,6-trifluoro-N-(thiazol-2-yl)benzenesulfonamide